(R)-3-(cyclopropylamino)-4-(1-((5-methoxy-7-methyl-1H-indol-4-yl)methyl)piperidin-2-yl)benzoic acid C1(CC1)NC=1C=C(C(=O)O)C=CC1[C@@H]1N(CCCC1)CC1=C2C=CNC2=C(C=C1OC)C